2-(4,6-dimethylpyrazolo[1,5-a]pyrazin-2-yl)-7-[(3R)-4-(2-hydroxyethyl)-3-methylpiperazin-1-yl]-4H-pyrido[1,2-a]pyrimidin-4-one CC=1C=2N(C=C(N1)C)N=C(C2)C=2N=C1N(C(C2)=O)C=C(C=C1)N1C[C@H](N(CC1)CCO)C